C1(=CC=CC=C1)C(C)C1=C(C(=CC(=C1)C(C)C1=CC=CC=C1)C(C)C1=CC=CC=C1)OC1=C(C=C(C=C1C(C)C1=CC=CC=C1)C(C)C1=CC=CC=C1)C(C)C1=CC=CC=C1 [2,4,6-tri(1-phenylethyl) phenyl] ether